C1(=C(CCCC1)C(=O)N)C(=O)N cyclohex-1-en-1,2-dicarboxamide